Cl.ClC=1C=C(OC2=C(C=C(C#N)C=C2)S(=O)(=O)N2C(CNCC2)CN2N=CN=C2)C=C(C1)Cl 4-(3,5-dichlorophenoxy)-3-{[2-(1H-1,2,4-triazol-1-ylmethyl)-1-piperazinyl]sulfonyl}benzonitrile hydrochloride